CN/N=C(/C1=NC=CC=C1)\C1=CC=CC=C1 (E)-N-methyl-2-(phenyl-(pyridin-2-yl)methylene)hydrazine